COC(=O)C1CC(=O)C(CC1=O)C(=O)OC Dimethyl succinylsuccinate